1,2,3,4,6-O-Pentaacetyl-D-galactose C(C)(=O)C(=O)[C@](O)([C@@](O)([C@@](O)([C@H](O)COC(C)=O)C(C)=O)C(C)=O)C(C)=O